4-(2-(((Benzyloxy)carbonyl)amino)ethoxy)benzoic acid C(C1=CC=CC=C1)OC(=O)NCCOC1=CC=C(C(=O)O)C=C1